2-(3-((difluoromethyl)sulfonyl)-2-fluorophenyl)-4,4,5,5-tetramethyl-1,3,2-dioxaborolane FC(S(=O)(=O)C=1C(=C(C=CC1)B1OC(C(O1)(C)C)(C)C)F)F